4-Methoxy-but-2-ynoic acid [4-(3-bromo-phenylamino)-quinazolin-6-yl]-amide BrC=1C=C(C=CC1)NC1=NC=NC2=CC=C(C=C12)NC(C#CCOC)=O